2-(cyclopentyloxy)-N-(3-(methylsulfonamido)phenyl)isonicotinamide C1(CCCC1)OC=1C=C(C(=O)NC2=CC(=CC=C2)NS(=O)(=O)C)C=CN1